(12R)-6-benzyloxy-7,7-difluoro-12-methyl-17-nitro-15-(trifluoromethyl)-13,19-dioxa-3,4,18-triazatricyclo[12.3.1.12,5]nonadec-1(18),2,4,8,14,16-hexa-ene C(C1=CC=CC=C1)OC1C2=NN=C(C=3C(=CC(=C(O[C@@H](CCC=CC1(F)F)C)N3)C(F)(F)F)[N+](=O)[O-])O2